C1(=CC=C(C=C1)[C@@H](C)N)C (R)-1-(p-tolyl)ethan-1-amine